NC1=NOC2=C1C=CC=C2C=2C=C1C(=NN(C1=CC2)C(C)C)COC2=C(C=CC=C2)CC(=O)O 2-(2-((5-(3-aminobenzo[d]isoxazol-7-yl)-1-isopropyl-1H-indazol-3-yl)methoxy)phenyl)acetic acid